C(C)C(COC(CCCCCCCCC(=O)OCC(CCCC)CC)=O)CCCC Di(2-Ethylhexyl)-sebacat